C1(=CC(=CC=C1)C1=C(C=C(C=C1N(C1=CC(=CC(=C1)C)C)C=1C=C(C=CC1)C)N1C2=CC=CC(=C2C=2C(=CC=CC12)C)C)NC1=CC(=CC(=C1)C)C)C1=C(C=C(C=C1N(C=1C=C(C=CC1)C)C1=CC(=CC(=C1)C)C)N1C2=CC=CC(=C2C=2C(=CC=CC12)C)C)NC1=CC(=CC(=C1)C)C (1,3-phenylene)bis(5-(4,5-dimethyl-9H-carbazol-9-yl)-N1,N3-bis(3,5-dimethylphenyl)-N3-(m-tolyl)benzene-1,3-diamine)